(2R,3S,4S)-4-hydroxy-2-[(4-methoxyphenyl)methyl]pyrrolidin-3-yl N-{2-[(2S)-1-benzyl-4-(cyclopropylmethyl)piperazin-2-yl]ethyl}carbamate C(C1=CC=CC=C1)N1[C@H](CN(CC1)CC1CC1)CCNC(O[C@H]1[C@H](NC[C@@H]1O)CC1=CC=C(C=C1)OC)=O